CN(C)C(N(C)C)(Cl)Cl bis(dimethylamino)methylene chloride